OC1=C2C(C=C(OC2=C(C(=C1)OC)OC)C1=C(C=CC=C1OC)OC)=O 5-hydroxy-2',6',7,8-tetramethoxyflavone